(Z)-6-((2,6-difluorobenzyl)sulfonyl)-2-(4-hydroxy-2,6-dimethoxybenzylidene)-2H-benzo[b][1,4]thiazin-3(4H)-one FC1=C(CS(=O)(=O)C2=CC3=C(S\C(\C(N3)=O)=C/C3=C(C=C(C=C3OC)O)OC)C=C2)C(=CC=C1)F